2,2'-ethylidene-bis-(6-tert-butyl-4-isobutylphenol) C(C)(C1=C(C(=CC(=C1)CC(C)C)C(C)(C)C)O)C1=C(C(=CC(=C1)CC(C)C)C(C)(C)C)O